BrC=1C=C(C=CC1Cl)C(CNC1CCC(CC1)NC(OC(C)(C)C)=O)C1=CC=CC=C1 tert-butyl ((1r,4r)-4-((2-(3-bromo-4-chlorophenyl)-2-phenylethyl)amino)cyclohexyl)carbamate